[Cl-].C[N+](CCC[SiH](OCC)OCC)(CCCCCCCCCCCCCCCCCCCCCC)CCCCCCCCCCCCCCCCCCCCCC methyl-bis-behenyl-[3-(diethoxysilyl)propyl]ammonium chloride